C(C(C)C)C1=CC=C(C=C1)C(C(=O)NNS(=O)(=O)C=1SC(=CC1)C)C N'-(2-(4-isobutylphenyl)propanoyl)-5-methylthiophene-2-sulfonohydrazide